ethyl 2-((4-((S)-2-(4-chloro-2-fluorophenyl)-2-methylbenzo[d][1,3]dioxan-4-yl) piperidin-1-yl) methyl)-3-(((S)-oxetan-2-yl) methyl)-3H-thieno[2,3-d]imidazole-5-carboxylate ClC1=CC(=C(C=C1)[C@]1(OC(C2=C(O1)C=CC=C2)C2CCN(CC2)CC2=NC1=C(N2C[C@H]2OCC2)SC(=C1)C(=O)OCC)C)F